2-[4-[6-(2,6-dimethylphenyl)-2-[(1-methylpyrazol-4-yl)sulfonylamino]pyrimidin-4-yl]oxyphenyl]-N,N-diethyl-acetamide CC1=C(C(=CC=C1)C)C1=CC(=NC(=N1)NS(=O)(=O)C=1C=NN(C1)C)OC1=CC=C(C=C1)CC(=O)N(CC)CC